methyl (R)-2-methyl-1-phenylpyrrolidine-2-carboxylate C[C@]1(N(CCC1)C1=CC=CC=C1)C(=O)OC